1-(3,3-difluoroazetidin-1-yl)-2-(((5S,7R,8R,9S,10R)-8-hydroxy-7-(hydroxymethyl)-9-(4-(3,4,5-trifluorophenyl)-1H-1,2,3-triazol-1-yl)-1,6-dioxaspiro[4.5]dec-10-yl)oxy)ethanone FC1(CN(C1)C(CO[C@@H]1[C@H]([C@H]([C@H](O[C@@]12CCCO2)CO)O)N2N=NC(=C2)C2=CC(=C(C(=C2)F)F)F)=O)F